O[C@@H]1[C@H](CC2(CC2)C1)NC(=O)C=1C=CC(=C(C1)C1=CC=2N(C=C1)C(=NC2)C(=O)N)C(F)(F)F 7-(5-{[(5S,6S)-6-hydroxy-spiro[2.4]heptane-5-yl]carbamoyl}-2-(trifluoromethyl)phenyl)imidazo[1,5-a]pyridine-3-carboxamide